C(C)(C)(C)OC(NC(C(=O)C1=NC=C(C=C1)F)C1=NC=CC=C1)=O [2-(5-Fluoropyridin-2-yl)-2-oxo-1-(pyridin-2-yl)ethyl]carbamic acid tert-butyl ester